triethylammonium cyanoborohydride C(#N)[BH3-].C(C)[NH+](CC)CC